(R)-N-((S)-3-(benzyloxy)-1,1-difluoro-1-(benzenesulfonyl)prop-2-yl)-2-methylpropan-2-sulfinamide C(C1=CC=CC=C1)OC[C@@H](C(S(=O)(=O)C1=CC=CC=C1)(F)F)N[S@](=O)C(C)(C)C